(S)-1-(4-hydroxy-4-methylpiperidin-1-yl)propane OC1(CCN(CC1)CCC)C